[Cr+2].C(C1=CC=CC=C1)OC1O[C@@H]([C@@H]([C@@H]([C@H]1OCC1=CC=CC=C1)OCC1=CC=CC=C1)OCC1=CC=CC=C1)COC(C1=CC=CC=C1)(C1=CC=CC=C1)C1=CC=CC=C1 (3R,4S,5S,6R)-2,3,4,5-tetrakis(benzyloxy)-6-((trityloxy)methyl)tetrahydro-2H-pyran Chromium(II)